C(C)(=O)O[C@H]1[C@@H](O[C@@H]([C@H]1OC(C)=O)CO)N1C(=O)NC(=O)C=C1 2',3'-di-O-acetyl-uridine